4-[[4-(dimethylamino)phenyl]diazenyl]benzoic acid CN(C1=CC=C(C=C1)N=NC1=CC=C(C(=O)O)C=C1)C